C(C=C)(=O)OCC(O)CO glycerol monoacrylate